2-butyl-4-hydroxymethyl-7-methyl-octahydro-1H-cyclopenta[c]pyridin-6-ol C(CCC)N1CC2C(C(C1)CO)CC(C2C)O